2'-(4-methoxybenzyl)-4'-methyl-6'-((trimethylsilyl)ethynyl)spiro[cyclohexane-1,1'-isoindolin]-3'-one COC1=CC=C(CN2C3(C4=CC(=CC(=C4C2=O)C)C#C[Si](C)(C)C)CCCCC3)C=C1